FC1(OC2=C(C=NC(=C2)[C@@H](C)OC2=NC=CC(=C2)N2N=C(C=3CCCC(C23)OC23CC(C2)(C3)C(=O)O)C(F)(F)F)O1)F 3-[[1-[2-[(1R)-1-(2,2-difluoro-[1,3]dioxolo[4,5-c]pyridin-6-yl)ethoxy]-4-pyridinyl]-3-(trifluoromethyl)-4,5,6,7-tetrahydroindazol-7-yl]oxy]bicyclo[1.1.1]pentane-1-carboxylic acid